benzylidenecamphor sulfate S(=O)(=O)(O)O.C(C1=CC=CC=C1)=C1C(C2(CCC1C2(C)C)C)=O